OC[C@@H](CNC(OC(C)(C)C)=O)C (R)-tert-Butyl 3-hydroxy-2-methylpropylcarbamate